ClC1=CC=C(C(=N1)C(=O)NS(=O)(=O)C)N[C@H](C)C=1C=C(C=C2C(N(C(=NC12)N1CCC(CC1)N1N=CC(=C1)C#N)C)=O)C (R)-6-chloro-3-((1-(2-(4-(4-cyano-1H-pyrazol-1-yl)piperidin-1-yl)-3,6-dimethyl-4-oxo-3,4-dihydroquinazolin-8-yl)ethyl)amino)-N-(methylsulfonyl)picolinamide